5-FLUORO-6-IODO-1H-PYRROLO[2,3-B]PYRIDINE-4-CARBALDEHYDE FC1=C(C2=C(N=C1I)NC=C2)C=O